2,4,6-tris(4-nitrophenyl)-1,3,5-triazine [N+](=O)([O-])C1=CC=C(C=C1)C1=NC(=NC(=N1)C1=CC=C(C=C1)[N+](=O)[O-])C1=CC=C(C=C1)[N+](=O)[O-]